4-((1-(5-ethylpyrimidin-2-yl)methoxy)-3-fluorophenyl)-2H-benzo[d][1,3]oxathiole-3-oxide C(C)C=1C=NC(=NC1)COC1=C(C=CC=C1F)C1=CC=CC2=C1S(CO2)=O